3-glycidoxyoctylmethyldiethoxysilane C(C1CO1)OC(CC[Si](OCC)(OCC)C)CCCCC